BrC1=C(OC=2C1=NC(=CC2N(C(OC(C)(C)C)=O)CC=2SC=CC2)Cl)C2C(CC2)NC(=O)OC(C)(C)C tert-butyl N-(3-bromo-2-{2-[(tert-butoxycarbonyl)amino]cyclobutyl}-5-chlorofuro[3,2-b]pyridin-7-yl)-N-(thiophen-2-ylmethyl)carbamate